3-bromo-5-((2,3-dichlorophenylimino)-methyl)phenol BrC=1C=C(C=C(C1)C=NC1=C(C(=CC=C1)Cl)Cl)O